CC=1N=C2C(=NC(=NC2=NC1C)[C@@H]1C[C@@H](OCC1)C=1C=CC(NC1)=O)C12CC(C1)(C2)C(F)(F)F 5-[(2R,4S)-4-[6,7-dimethyl-4-[3-(trifluoromethyl)-1-bicyclo[1.1.1]pentanyl]pteridin-2-yl]tetrahydropyran-2-yl]-1H-pyridin-2-one